CC1(NC(CC(C1)NC1=CN=CN=N1)(C)C)C 6-[(2,2,6,6-tetramethylpiperidin-4-yl)amino]-1,2,4-triazin